Cl.FC1=C(C=CC=C1)C=1N(C=C(C1)CNC)S(=O)(=O)C=1C=C(C=CC1)C(=O)O (3-{[2-(2-fluorophenyl)-4-[(methylamino)methyl]-1H-pyrrol-1-yl]sulfonyl}phenyl)methanoic acid hydrochloride